ClC1(CC(=NO1)C(=O)OCC)C1=CC=CC=C1 ethyl 5-chloro-5-phenyl-4,5-dihydroisoxazole-3-carboxylate